OC=C1CC=2N(CCC1)N=C1C2C(N([C@@H](C1)C)C(=O)OC(C)(C)C)=O (R)-tert-butyl 10-(hydroxymethylene)-3-methyl-l-1-oxo-3,4,8,9,10,11-hexahydro-1H-pyrido[4',3':3,4]pyrazolo[1,5-a]azepine-2(7H)-carboxylate